C(C)C=1C(NC=2C=C(C=NC2C1)CN1CCN(C(CC1)=O)C=1C=CC(=NC1C)C(=O)NC)=O 5-(4-((7-ethyl-6-oxo-5,6-dihydro-1,5-naphthyridin-3-yl)methyl)-7-oxo-1,4-diazepan-1-yl)-N,6-dimethylpicolinamide